C(C)(C)(C)C1=NN=C2N1C(N(C1=C2N=CC(=C1)N1CCN(CC1)C(=O)OC(C)(C)C)CC1=CC=C(C=C1)Cl)=O tert-Butyl 4-[3-tert-butyl-6-(4-chlorobenzyl)-5-oxo-5,6-dihydropyrido[2,3-e][1,2,4]triazolo[4,3-c]pyrimidin-8-yl]piperazine-1-carboxylate